(3R,5R,8R,9S,10S,13S,14S,17R)-17-((2S,3S)-3-hydroxy-5-methylhex-4-en-2-yl)-10,13-dimethyl-3-(trifluoromethyl)hexadecahydro-1H-cyclopenta[a]phenanthren-3-ol O[C@@H]([C@@H](C)[C@H]1CC[C@H]2[C@@H]3CC[C@@H]4C[C@@](CC[C@@]4([C@H]3CC[C@]12C)C)(O)C(F)(F)F)C=C(C)C